(1E)-1-cyclooctene-1-carboxamide C\1(=C\CCCCCC1)/C(=O)N